FC=1C(=C(C=O)C=C(C1)C=1SC(=CC1)C1=CC=C(C=C1)N1CCCC1)O 3-fluoro-2-hydroxy-5-(5-(4-(pyrrolidin-1-yl)phenyl)thiophen-2-yl)benzaldehyde